tert-butyl 6-((1-((benzyloxy) carbonyl) piperidin-4-yl) methyl)-2,6-diazaspiro[3.3]heptane-2-carboxylate C(C1=CC=CC=C1)OC(=O)N1CCC(CC1)CN1CC2(CN(C2)C(=O)OC(C)(C)C)C1